tert-butyl (2S)-2-(1-hydroxyethyl)azepane-1-carboxylate OC(C)[C@H]1N(CCCCC1)C(=O)OC(C)(C)C